N[C@@H]1C2=C(OC13CCN(CC3)C=3C(NC(=CN3)SC3=C(C(=NC=C3)Cl)Cl)=O)C=CC=C2 (R)-3-(3-amino-3H-spiro[benzofuran-2,4'-piperidin]-1'-yl)-6-((2,3-dichloropyridin-4-yl)thio)pyrazin-2(1H)-one